FC1=C(C(=NN1C1=CC=C(C=C1)F)C(F)(F)F)C1=CC=CC=C1 5-fluoro-4-phenyl-1-(4-fluorophenyl)-3-trifluoromethyl-1H-pyrazole